ClC=1N(C(=C(N1)C1=CC=C(C=C1)Cl)C1=CC=NC=C1)CC(=O)N1CCC2(CN(C2)C)CC1 2-[2-Chloro-4-(4-chlorophenyl)-5-(4-pyridyl)imidazol-1-yl]-1-(2-methyl-2,7-diazaspiro[3.5]nonan-7-yl)ethanone